[Cl-].C(CCCCCCCCCCC)[N+](C)(C)CC1=CC=CC=C1 N-dodecyl-N-benzyl-N,N-dimethylammonium chloride